CC(C(=O)NCC=1C=CC(=C(C(=O)NC2=C3C=NN(C3=CC=C2)C2=CC(=CC=C2)OC(F)(F)F)C1)C(F)(F)F)(C)C 5-{[(2,2-Dimethylpropionyl)amino]methyl}-N-{1-[3-(trifluoromethoxy)phenyl]-1H-indazol-4-yl}-2-(trifluoromethyl)benzamide